(S)-2-(6'-(3-methyl-1H-pyrrolo[2,3-b]pyridin-5-yl)spiro[cyclopropane-1,3'-isochroman]-8'-yl)pyrrolidine-1-carboxylate CC1=CNC2=NC=C(C=C21)C=2C=C1CC3(OCC1=C(C2)[C@H]2N(CCC2)C(=O)[O-])CC3